2,4-bis(4-methoxyphenyl)-1,3,2,4-dithiadiphosphetane 2,4-disulfide COC1=CC=C(C=C1)P1(SP(S1)(C1=CC=C(C=C1)OC)=S)=S